F[C@@H]1CN(CC[C@@H]1NC1=CC=CC2=C1SC(=C2CC(F)(F)F)I)C (3R,4S)-3-fluoro-N-(2-iodo-3-(2,2,2-trifluoroethyl)benzo[b]thiophen-7-yl)-1-methylpiperidin-4-amine